5-(3-(4-((3-cyclopropyl-5-(trifluoro-methoxy)benzyl)amino)butoxy)azetidin-1-yl)benzo[c][2,6]naphthyridine C1(CC1)C=1C=C(CNCCCCOC2CN(C2)C2=NC3=C(C4=CN=CC=C24)C=CC=C3)C=C(C1)OC(F)(F)F